2-((E)-1-(3-fluoro-5-(4-((1-methyl-1H-imidazol-4-yl) sulfonyl) piperazin-1-yl) phenyl) prop-1-en-2-yl)-10-hydroxy-3,7-dimethyl-12-oxooxacyclododeca-4-en-6-ylpiperazine-1-carboxylate FC=1C=C(C=C(C1)N1CCN(CC1)S(=O)(=O)C=1N=CN(C1)C)\C=C(/C)\C1OC(CC(CCC(C(C=CC1C)OC(=O)N1CCNCC1)C)O)=O